FC1=C(C=C(C=C1)[C@@H](CN[C@@H]([C@H]1CNC2=CC=CN=C2C1)C1=CC=CC=C1)C)CC(=O)O |o1:7| 2-(2-fluoro-5-((S or R)-1-(((S)-phenyl((R)-1,2,3,4-tetrahydro-1,5-naphthyridin-3-yl)methyl)amino)propan-2-yl)phenyl)acetic acid